tris(3-methylbutyl)amine CC(CCN(CCC(C)C)CCC(C)C)C